ClC=1C=C(C=CC1)C=1OC=C(N1)C=1C=C(CO)C=CC1 3-(2-(3-chlorophenyl)oxazol-4-yl)benzyl alcohol